[N+](=O)([O-])C1=C(C(CC(=C1)[N+](=O)[O-])[N+](=O)[O-])C(=O)[O-] 2,4,6-trinitrocyclohexadienate